N1CNC=2N=NC=3C=CC=CC3C21 1,3-dihydro-2H-imidazo[4,5-c]cinnolin